NC=1C=C(C=CC#N)C=CC1 3-aminocinnamonitrile